(S)-4-(1-(3-(tert-butylamino)-1-methyl-1H-indole-2-carboxamido)ethyl)benzoic acid C(C)(C)(C)NC1=C(N(C2=CC=CC=C12)C)C(=O)N[C@@H](C)C1=CC=C(C(=O)O)C=C1